C[N+](CCCCC)(CCC)C N,N-dimethyl-N-propyl-N-amyl-ammonium